(1R,2S)-N-(7-chloro-6-(1-(3-methyloxetan-3-yl)piperidin-4-yl)isoquinolin-3-yl)-2-cyanocyclopropane-1-carboxamide ClC1=C(C=C2C=C(N=CC2=C1)NC(=O)[C@H]1[C@H](C1)C#N)C1CCN(CC1)C1(COC1)C